C(C)OC(=O)N1CCC2(CC1)CC(C1=CC(=CC=C12)C1=CC=C2C=CN=C(C2=C1)N)OC1=C(C(=CC=C1)C)CC(=O)OCC 5-(1-Aminoisoquinolin-7-yl)-3-(2-(2-ethoxy-2-oxoethyl)-3-methylphenoxy)-2,3-dihydrospiro[indene-1,4'-piperidine]-1'-carboxylic acid ethyl ester